N-((S)-5-methyl-4-oxo-2,3,4,5-tetrahydrobenzo[b][1,4]oxazepin-3-yl)-5-phenyl-5,6-dihydro-4H-pyrrolo[1,2-c][1,2,3]triazole-3-carboxamide CN1C2=C(OC[C@@H](C1=O)NC(=O)C1=C3N(N=N1)CC(C3)C3=CC=CC=C3)C=CC=C2